NCC1=CC=C(C=C1)CN(C1=CC(=NN1C(=O)C1=COC(=C1)C)C1CN(CCC1)S(=O)(=O)N1CC(CC1)O)C 3-[5-({[4-(Aminomethyl)phenyl]methyl}(methyl)amino)-1-(5-methylfuran-3-carbonyl)-1H-pyrazol-3-yl]-1-[(3-hydroxypyrrolidin-1-yl)sulfonyl]piperidin